N1C([CH]CC1)=O (S)-3λ3-pyrrolidin-2-one